2,2-difluoro-N-(4-fluoro-3-(trifluoromethyl)phenyl)-6-(2-methoxy-5-(3a,5,6,6a-tetrahydro-4H-pyrrolo[3,4-d]isoxazol-3-yl)benzamido)benzo[d][1,3]dioxole-5-carboxamide FC1(OC2=C(O1)C=C(C(=C2)C(=O)NC2=CC(=C(C=C2)F)C(F)(F)F)NC(C2=C(C=CC(=C2)C2=NOC1C2CNC1)OC)=O)F